C(C1=CC=CC=C1)OC1=CC=C2C3=C(C(OC2=C1)=O)C=C(C=C3)C31CC(C3)(C1)CO 3-(benzyloxy)-8-(3-(hydroxymethyl)bicyclo[1.1.1]pent-1-yl)-6H-benzo[C]chromen-6-one